GERANYL CROTONATE (ethyl but-2-enoate) C(C)C(C(=O)O)=CC.C(\C=C\C)(=O)OC\C=C(/C)\CCC=C(C)C